N[C@H](COC)C1=CC=2N(N=C1)C=C(N2)[C@H](CCC(C(F)(F)F)(C)C)NC(OC(C)(C)C)=O tert-butyl ((S)-1-(7-((S)-1-amino-2-methoxyethyl)imidazo[1,2-b]pyridazin-2-yl)-5,5,5-trifluoro-4,4-dimethylpentyl)carbamate